7-(2,2,2-trifluoroethyl)-6,7,8,9-tetrahydro-3H-pyrazolo[4,3-f]Isoquinoline FC(CN1CC2=CC=C3C(=C2CC1)C=NN3)(F)F